BrC(C1OCCO1)Br 2-dibromomethyl-1,3-dioxolane